N-vinyl-ethylacetamide C(=C)NC(CCC)=O